ClC(C(O)P(OCO[C@H](CN(C)C)COC1=C(C=CC=C1)CCC1=CC(=CC=C1)OC)(OC)=O)(Cl)Cl (((R)-1-(dimethylamino)-3-(2-(3-methoxyphenethyl) phenoxy) propan-2-yl)oxy)methyl methyl (2,2,2-trichloro-1-hydroxyethyl)phosphonate